4-(sec-butylamino)-2-(methylthio)pyrimidine-5-carbaldehyde C(C)(CC)NC1=NC(=NC=C1C=O)SC